The molecule is the glycosyloxyflavone which is the 7-O-glucuronide of baicalein. It has a role as a non-steroidal anti-inflammatory drug, an EC 3.4.21.26 (prolyl oligopeptidase) inhibitor, a prodrug and a plant metabolite. It is a glucosiduronic acid, a glycosyloxyflavone, a dihydroxyflavone and a monosaccharide derivative. It derives from a baicalein. It is a conjugate acid of a baicalin(1-). C1=CC=C(C=C1)C2=CC(=O)C3=C(C(=C(C=C3O2)O[C@H]4[C@@H]([C@H]([C@@H]([C@H](O4)C(=O)O)O)O)O)O)O